5-(ethoxymethyl)-7-fluorochroman-8-carbonitrile C(C)OCC1=C2CCCOC2=C(C(=C1)F)C#N